C(C)C1=C(C(=CC=C1)C)N=C(COC)C N-(2-ethyl-6-methylphenyl)-1-methoxypropane-2-imine